2-(4-(2-(ethyl(naphthalen-2-ylmethyl)amino)-1-hydroxyethyl)benzyl)isoindolin-1-one C(C)N(CC(O)C1=CC=C(CN2C(C3=CC=CC=C3C2)=O)C=C1)CC1=CC2=CC=CC=C2C=C1